Cl.FC=1C=CC(=C(C(=O)N(C)C(C)C)C1)N1C=C(C=2C1=CN=CC2)C2CNCCC2 5-fluoro-N-isopropyl-N-methyl-2-(3-(piperidin-3-yl)-1H-pyrrolo[2,3-c]pyridin-1-yl)benzamide hydrochloric acid salt